acryl-L-aspartic acid C(=O)(C=C)N[C@@H](CC(=O)O)C(=O)O